OCCC[C@@H](C)OC1=NC(=CC=C1S(=O)(=O)N1[C@@H](C[C@@H](C1)OC)C(=O)OC)C methyl (2S,4S)-1-((2-(((R)-5-hydroxypentan-2-yl)oxy)-6-methylpyridin-3-yl)sulfonyl)-4-methoxypyrrolidine-2-carboxylate